BrC1=CC=CC(=N1)NC(=O)[C@H]1N([C@@H]2C[C@@H]2C1)C(CN1N=C(C2=CC(=CC=C12)C=1C=NC(=NC1)N1CCCC1)C(=O)N)=O 1-(2-((1R,3S,5R)-3-(6-bromopyridin-2-ylcarbamoyl)-2-azabicyclo[3.1.0]hexan-2-yl)-2-oxoethyl)-5-(2-(pyrrolidin-1-yl)pyrimidin-5-yl)-1H-indazole-3-carboxamide